ClC1=NC(=CC=C1C(=O)OC(C)(C)C)C(F)(F)F tert-butyl 2-chloro-6-(trifluoromethyl)pyridine-3-carboxylate